CC1=C(C=CC(=C1)C1=CC2=C(N=CN=C2N2CCOCC2)N1COCC[Si](C)(C)C)NC=1C=NC(=NC1)N1C[C@@H](CCC1)NC(OC(C)(C)C)=O tert-butyl (R)-(1-(5-((2-methyl-4-(4-morpholino-7-((2-(trimethylsilyl)ethoxy)methyl)-7H-pyrrolo[2,3-d]pyrimidin-6-yl)phenyl)amino)pyrimidin-2-yl)piperidin-3-yl)carbamate